5-fluoro-3H-spiro[benzofuran-2,4'-piperidin] FC=1C=CC2=C(CC3(CCNCC3)O2)C1